ISOAMYL BUTYRATE (3-methylbutyl butanoate) CC(CCC(C(=O)O)CC)C.C(CCC)(=O)OCCC(C)C